(6-(2-(5-((2-cyanobenzo[d]thiazol-6-yl)oxy)-2-hydroxy-3-methoxyphenoxy)acetamido)hexyl)triphenylphosphonium bromide [Br-].C(#N)C=1SC2=C(N1)C=CC(=C2)OC=2C=C(C(=C(OCC(=O)NCCCCCC[P+](C1=CC=CC=C1)(C1=CC=CC=C1)C1=CC=CC=C1)C2)O)OC